NC1=C(C=O)C=C(C=C1Cl)Br 2-amino-5-bromo-3-chlorobenzaldehyde